BrC=1C(=C(C=C2C(N(C(NC12)=O)C)=O)C)C 8-bromo-3,6,7-trimethylquinazoline-2,4(1H,3H)-dione